tert-Butyl 3-(4,4,5,5-tetramethyl-1,3,2-dioxaborolan-2-yl)-2,5-dihydro-1H-pyrrole-1-carboxylate CC1(OB(OC1(C)C)C=1CN(CC1)C(=O)OC(C)(C)C)C